OCCN1C(C2(CCN(C2)C(=O)OC(C)(C)C)CC1)=O tert-butyl 7-(2-hydroxyethyl)-6-oxo-2,7-diazaspiro[4.4]nonane-2-carboxylate